1-isopropyl-3-(3-(ethylsulfonyl)phenyl)-5-methyl-pyrazol-4-ol C(C)(C)N1N=C(C(=C1C)O)C1=CC(=CC=C1)S(=O)(=O)CC